tert-butyl (2R,4R)-4-[tert-butyl(dimethyl)silyl]oxy-2-(4,8-difluoro-6-formyl-3,5,6,7-tetrahydro cyclopenta[f]benzimidazol-2-yl)pyrrolidine-1-carboxylate [Si](C)(C)(C(C)(C)C)O[C@@H]1C[C@@H](N(C1)C(=O)OC(C)(C)C)C=1NC2=C(N1)C(=C1C(=C2F)CC(C1)C=O)F